(S)-4-amino-N-(2,2-difluoro-1-(2-fluoro-4-(trifluoromethyl)phenyl)ethyl)-N-methylimidazo[1,5-a]quinoxaline-8-carboxamide NC=1C=2N(C3=CC(=CC=C3N1)C(=O)N(C)[C@H](C(F)F)C1=C(C=C(C=C1)C(F)(F)F)F)C=NC2